ClC=1C(=NC=C(C1)Cl)C=O 3,5-dichloropyridine-formaldehyde